tert-butyl 4-((S)-4-((benzyloxy)carbonyl)-3-(cyanomethyl)piperazin-1-yl)-2-((S)-2-(hydroxymethyl)pyrrolidin-1-yl)-5,7-dihydro-6H-pyrrolo[3,4-d]pyrimidine-6-carboxylate C(C1=CC=CC=C1)OC(=O)N1[C@H](CN(CC1)C=1C2=C(N=C(N1)N1[C@@H](CCC1)CO)CN(C2)C(=O)OC(C)(C)C)CC#N